C(C)(C)(C)C=1C=C(C=C(C1)C(C)(C)C)C1=CC=C(C=C1)N(C1=CC=2C(C3=CC=CC=C3C2C=C1)(C)C)C1=CC=C(C=C1)C1=CC(=CC(=C1)C(C)(C)C)C(C)(C)C N,N-bis(3',5'-ditertiarybutyl-1,1'-biphenyl-4-yl)-9,9-dimethyl-9H-fluoren-2-amine